2,7-dichloro-8-fluoro-4-(3-fluoropyrrolidin-1-yl)pyrido[4,3-d]pyrimidine ClC=1N=C(C2=C(N1)C(=C(N=C2)Cl)F)N2CC(CC2)F